C(C)(C)(C)OC(=O)NC1=NN2C(C=C(C=C2)C=2C=NC(=C(C(=O)O)C2)C2CC2)=N1 5-(2-((tert-butoxycarbonyl)amino)-[1,2,4]triazolo[1,5-a]pyridin-7-yl)-2-cyclopropylnicotinic acid